C1(CC1)C1=CN(C2=NC=C(C=C21)C(=O)NC(CC2=C(C=CC=C2)F)(C)C)C 3-cyclopropyl-N-(1-(2-fluorophenyl)-2-methylpropan-2-yl)-1-methyl-1H-pyrrolo[2,3-b]pyridine-5-carboxamide